3-(5-((7-(2-(5-((4-([1,1'-biphenyl]-3-yl)-5-chloropyrimidin-2-yl)amino)pyridin-3-yl)-1-oxo-2,8-diazaspiro[4.5]decan-8-yl)heptyl)oxy)-1-oxoisoindolin-2-yl)piperidine-2,6-dione C1(=CC(=CC=C1)C1=NC(=NC=C1Cl)NC=1C=C(C=NC1)N1C(C2(CC1)CCN(CC2)CCCCCCCOC=2C=C1CN(C(C1=CC2)=O)C2C(NC(CC2)=O)=O)=O)C2=CC=CC=C2